tert-butyl (2-{(2S,3R)-3-[(tert-butoxycarbonyl)amino]-2-[({4-[(2,4-dimethoxybenzyl)(1,2,4-thiadiazol-5-yl)sulfamoyl]-5-fluoro-2-methoxyphenyl}amino)-methyl]butyl}benzyl)carbamate C(C)(C)(C)OC(=O)N[C@@H]([C@@H](CC1=C(CNC(OC(C)(C)C)=O)C=CC=C1)CNC1=C(C=C(C(=C1)F)S(N(C1=NC=NS1)CC1=C(C=C(C=C1)OC)OC)(=O)=O)OC)C